ethyl 6-chloro-8-(4-fluoro-2-hydroxyphenyl)imidazo[1,2-a]pyridine-2-carboxylate ClC=1C=C(C=2N(C1)C=C(N2)C(=O)OCC)C2=C(C=C(C=C2)F)O